O=C1C(=CC(=NN1)CC(=O)NCCN1CCN(CC1)C1=NC=C(C=N1)C(F)(F)F)C(F)(F)F 2-(6-oxo-5-(trifluoromethyl)-1,6-dihydropyridazine-3-yl)-N-(2-(4-(5-(trifluoromethyl)pyrimidin-2-yl)piperazin-1-yl)ethyl)acetamide